tert-butyl (R)-4-(3,6-dichloropyridazin-4-yl)-3-(hydroxymethyl)piperazine-1-carboxylate ClC=1N=NC(=CC1N1[C@H](CN(CC1)C(=O)OC(C)(C)C)CO)Cl